4-(2-Chloropyridin-3-yl)-4,5-dihydropyrrolo[1,2-a]quinoxaline ClC1=NC=CC=C1C1C=2N(C3=CC=CC=C3N1)C=CC2